3-((7-((4,4-Difluorocyclohexyl)amino)-5-oxa-2-azaspiro[3.4]octan-2-yl)sulfonyl)-4-fluorobenzonitrile FC1(CCC(CC1)NC1COC2(CN(C2)S(=O)(=O)C=2C=C(C#N)C=CC2F)C1)F